ClC=1C=CC2=C(N=C(O2)C2CC3(CC(C3)NC(=O)C=3OC(=CC3)S(NC(=O)C3CC3)(=O)=O)C2)C1 (Sa)-N-[6-(5-chloro-1,3-benzoxazol-2-yl)spiro[3.3]heptan-2-yl]-5-(cyclopropanecarbonylsulfamoyl)furan-2-carboxamide